C(C)(C)(C)OC(=O)N1CCC(CC1)CCC(=O)O 3-(1-(tert-Butoxycarbonyl)piperidin-4-yl)propionic acid